C12COCC(N1C=1SC3=C(N1)C=CC(=C3C(=O)NC=3C=NC(=CC3C(NC31COC(C3)(C1)C(F)(F)F)=O)OC)OC)C2 2-(3-Oxa-6-azabicyclo[3.1.1]heptan-6-yl)-6-methoxy-N-(6-methoxy-4-((1-(trifluoromethyl)-2-oxabicyclo[2.1.1]hexan-4-yl)carbamoyl)pyridin-3-yl)benzo[d]thiazole-7-carboxamide